(S)-1-(5-chloro-3-fluoropyridin-2-yl)-3-((R)-1-hydroxyethyl)-4-(4-(trifluoromethyl)benzyl)piperazine-2,5-dione ClC=1C=C(C(=NC1)N1C([C@@H](N(C(C1)=O)CC1=CC=C(C=C1)C(F)(F)F)[C@@H](C)O)=O)F